2,3-dihydro-benzo[1,4]dioxine-6-carboxylic acid [2-(4,4-difluoro-piperidin-1-yl)-benzooxazol-5-yl]-amide FC1(CCN(CC1)C=1OC2=C(N1)C=C(C=C2)NC(=O)C2=CC1=C(OCCO1)C=C2)F